N-(3-chloro-5-(methylsulfonamido)phenyl)-5-(5-fluoro-3-methoxypyridin-2-yl)-1-methyl-1H-pyrrole-3-carboxamide ClC=1C=C(C=C(C1)NS(=O)(=O)C)NC(=O)C1=CN(C(=C1)C1=NC=C(C=C1OC)F)C